6-(3-(2-(5-cyclopropyl-3-(2,6-dichlorophenyl)isoxazol-4-yl)ethyl)-3,6-diazabicyclo[3.1.1]heptan-6-yl)-1-methyl-1H-indole-3-carboxylic acid C1(CC1)C1=C(C(=NO1)C1=C(C=CC=C1Cl)Cl)CCN1CC2N(C(C1)C2)C2=CC=C1C(=CN(C1=C2)C)C(=O)O